C12CN(CC(CC1)N2)C2=C(C=CC(=C2)OC)C2=NC(=NO2)C2=CC=C(C=C2)C=2N(C=C(N2)C(F)(F)F)C 5-(2-(3,8-diazabicyclo[3.2.1]octan-3-yl)-4-methoxyphenyl)-3-(4-(1-methyl-4-(trifluoromethyl)-1H-imidazol-2-yl)phenyl)-1,2,4-oxadiazole